(3aS,4S,5S,6aR)-5-(2-fluorophenoxy)hexahydrocyclopenta[c]pyrrole-3a,4(1H)-diol FC1=C(O[C@@H]2[C@@H]([C@@]3([C@@H](CNC3)C2)O)O)C=CC=C1